CS(=O)(=O)OC[C@H]1N(C[C@H](C1)OC1=CC=C(C=C1)C(F)(F)F)C(=O)OCC1=CC=CC=C1 benzyl (2S,4S)-2-(((methylsulfonyl)oxy)methyl)-4-(4-(trifluoromethyl) phenoxy)pyrrolidine-1-carboxylate